C(C)(C)(C)OC(=O)N[C@H]1CCCCC[C@@H]2N(C1=O)[C@@H](C[C@H]2O)C(=O)O (1R,3S,6S,11aS)-6-((tert-butoxycarbonyl)amino)-1-hydroxy-5-oxodecahydro-1H-pyrrolo[1,2-a]azonine-3-carboxylic acid